2-(3,5-dichloro-4-(2-fluoro-4-hydroxy-3-isopropylbenzyl)phenyl)acetyl chloride ClC=1C=C(C=C(C1CC1=C(C(=C(C=C1)O)C(C)C)F)Cl)CC(=O)Cl